2-Methyl-Acrylic Acid-8-isocyanato-octyl ester N(=C=O)CCCCCCCCOC(C(=C)C)=O